[O-2].[O-2].[O-2].[Al+3].[Al+3] di-aluminum tri-oxide